N'-hydroxy-6-((5-(5-(trifluoromethyl)pyridin-2-yl)oxazol-2-yl)amino)pyridazine-3-carboximidamide ON=C(N)C=1N=NC(=CC1)NC=1OC(=CN1)C1=NC=C(C=C1)C(F)(F)F